(S)-5-Fluoro-4-(2-(2-hydroxypropan-2-yl)-1-methyl-1H-imidazol-4-yl)-N-(5-methyl-3-(trifluoromethyl)-1H-pyrazol-4-yl)-2-((1,1,1-trifluoropropan-2-yl)oxy)benzamide FC=1C(=CC(=C(C(=O)NC=2C(=NNC2C)C(F)(F)F)C1)O[C@H](C(F)(F)F)C)C=1N=C(N(C1)C)C(C)(C)O